C1(CCCCC1)NC(COC1=CC=C2C=CC(=CC2=C1)C(CC(=O)OC)C=1C(=CC2=C(CCO2)C1)C)=O Methyl 3-(7-(2-(cyclohexylamino)-2-oxoethoxy)naphthalen-2-yl)-3-(6-methyl-2,3-dihydrobenzofuran-5-yl)propanoate